Tri-n-butyl-phosphine oxide C(CCC)P(CCCC)(CCCC)=O